C1(=CC=CC=C1)NC(O)=S benzenethiocarbamic acid